C1N=C2C3=C4C(=NC=CN13)C=CC=C4N=C2 2,4,8,10a-Tetrazanaphtho[2,1,8-cde]azulene